3-(5-methyl-2-pyridyl)-5-(trifluoromethyl)-1,2,4-oxadiazole CC=1C=CC(=NC1)C1=NOC(=N1)C(F)(F)F